4-methyl-N5-(1-methylpiperidin-4-yl)pyridine-2,5-diamine CC1=CC(=NC=C1NC1CCN(CC1)C)N